FC(C1=CC=C(NC2CCN(CC2)C(=O)OC(C)(C)C)C=C1)(F)F tert-Butyl 4-[4-(trifluoromethyl)anilino]piperidine-1-carboxylate